(1S,2S,5R)-1-hydroxy-N-(2-(3-hydroxyphenyl)-2-oxoethyl)-2-isopropyl-5-methylcyclohexane-1-carboxamide O[C@@]1([C@@H](CC[C@H](C1)C)C(C)C)C(=O)NCC(=O)C1=CC(=CC=C1)O